3-(5-(4-(5-(4-(3-(4-Fluoro-3-methylphenyl)-7-hydroxychroman-4-yl)phenoxy)pentyl)piperazin-1-yl)-1-oxoisoindolin-2-yl)piperidin-2,6-dion FC1=C(C=C(C=C1)C1COC2=CC(=CC=C2C1C1=CC=C(OCCCCCN2CCN(CC2)C=2C=C3CN(C(C3=CC2)=O)C2C(NC(CC2)=O)=O)C=C1)O)C